(2R,5S)-4-(7-(4-cyanopyridin-2-yl)-5-cyclopropyl-7H-pyrrolo[2,3-d]pyrimidin-4-yl)-5-methyl-2-(methyl-d3)piperazine-1-carboxylic acid tert-butyl ester C(C)(C)(C)OC(=O)N1[C@@H](CN([C@H](C1)C)C=1C2=C(N=CN1)N(C=C2C2CC2)C2=NC=CC(=C2)C#N)C([2H])([2H])[2H]